N-[4-[[3-(aminomethyl)-3-(chloromethyl)cyclobutyl]carbamoyl]-3-chloro-phenyl]-5-[1-(5-amino-2-pyridinyl)-3-(trifluoromethyl)pyrazol-4-yl]-1-methyl-imidazole-2-carboxamide NCC1(CC(C1)NC(=O)C1=C(C=C(C=C1)NC(=O)C=1N(C(=CN1)C=1C(=NN(C1)C1=NC=C(C=C1)N)C(F)(F)F)C)Cl)CCl